C1(=CC=CC=C1)C1=C2C=CC=CC2=C(C2=CC=CC=C12)B(O)O (10-(phenyl)anthracene-9-yl)boronic acid